CC1=CC=C(C=C1)S(=O)(=O)CCC1=CC=C(C=C1)C1(CCCCC1)NCCCCC 5-((1-(4-(2-(4-methylbenzenesulfonyl)ethyl)phenyl)cyclohexyl)amino)pentan